N4-(1H-indazol-6-yl)-6-methyl-N2-(4-(4-methylpiperazin-1-yl)phenyl)pyrimidine-2,4-diamine N1N=CC2=CC=C(C=C12)NC1=NC(=NC(=C1)C)NC1=CC=C(C=C1)N1CCN(CC1)C